7-(3-{1-[2-(3,3-difluorocyclobutyl)ethyl]-1H-pyrazol-4-yl}-6-methylpyridin-2-yl)-3-methoxycinnoline FC1(CC(C1)CCN1N=CC(=C1)C=1C(=NC(=CC1)C)C1=CC=C2C=C(N=NC2=C1)OC)F